4-(2-(4-bromo-2,6-dimethylphenyl)hydrazineyl)-2,6-dichloro-5-(1,3-dioxolan-2-yl)pyrimidine BrC1=CC(=C(C(=C1)C)NNC1=NC(=NC(=C1C1OCCO1)Cl)Cl)C